SC=1C=C(C(C(=O)O)=CC1)C(=O)O p-mercaptophthalic acid